CN1N=C(C=2C(C1=O)=CC(N(C2)C2(CC2)C)=O)N[C@H](C)C2=C(C(=CC=C2)C(F)(F)F)C (R)-2-methyl-4-((1-(2-methyl-3-(trifluoromethyl)phenyl)ethyl)amino)-6-(1-methylcyclopropyl)-2,6-dihydropyrido[3,4-d]pyridazine-1,7-dione